ClC1=NC(=CC(=N1)Cl)C 2,4-dichloro-6-methylpyrimidine